COC1=CC(=C(C=C1)CC(=O)NC1=NNC=C1)S(=O)(=O)C 3-({[4-methoxy-2-(methylsulfonyl)phenyl]acetyl}amino)-1H-pyrazol